12-(eicosa-11-enoyloxy)-dodecanoic acid C(CCCCCCCCCC=CCCCCCCCC)(=O)OCCCCCCCCCCCC(=O)O